C(C)(C)NC1=NC(=NC(=N1)NC(C)C)SC N2,N4-diisopropyl-6-methylthio-1,3,5-triazine-2,4-diamine